N-hydroxy-2-(1,5-naphthyridin-2-yl)isoindoline-4-carboxamide ONC(=O)C=1C=2CN(CC2C=CC1)C1=NC2=CC=CN=C2C=C1